CN([P@@](OC[C@H]1O[C@H](C[C@@H]1O[Si](C)(C)C(C)(C)C)N1C=2N=C(NC(C2N=C1)=O)NC(C(C)C)=O)(=O)Cl)C ((2R,3S,5R)-3-((tert-butyldimethyl silyl)oxy)-5-(2-isobutyramido-6-oxo-1,6-dihydro-9H-purin-9-yl)tetrahydrofuran-2-yl)methyl (S)-dimethylphosphoramidochloridate